COC=1C(=CC(=C(C1)N1CCC(CC1)CN1CCN(CC1)C=1C=CC(=NC1)C(=O)[O-])C=1C=NN(C1)C)[N+](=O)[O-] 5-(4-((1-(5-methoxy-2-(1-methyl-1H-pyrazol-4-yl)-4-nitrophenyl)piperidine-4-yl)methyl)piperazin-1-yl)picolinate